C1(=CC=CC2=CC=CC=C12)C(=O)OCC 2-ethyl naphthoate